[Li+].[F-].[Zn+2].[F-].[F-] zinc fluoride lithium